Para-methoxycinnamic acid COC1=CC=C(C=CC(=O)O)C=C1